CC1=NC2=C(N1CC(=O)OCCC(=C(F)F)F)C=CC=C2 3,4,4-trifluorobut-3-en-1-yl 2-(2-methyl-1H-benzo[d]imidazol-1-yl)acetate